(tert-butyldimethylsilyloxy)propan-2-ol ethyl-(4-methoxy-1H-pyrazol-1-yl)acetate C(C)C(C(=O)OC(CO[Si](C)(C)C(C)(C)C)C)N1N=CC(=C1)OC